C(C)(=O)OCC([C@H]1CCCC2(CC2)C1)N 2-amino-2-[(7S)-spiro[2.5]Octane-7-yl]Ethyl acetate